(6E,10E)-2-bromo-13-((S)-6-((tert-butyldimethylsilyl)oxy)-2,5,7,8-tetramethyl-chroman-2-yl)-2,6,10-trimethyltrideca-6,10-dien-3-ol BrC(C)(C(CC\C(=C\CC\C(=C\CC[C@@]1(OC2=C(C(=C(C(=C2CC1)C)O[Si](C)(C)C(C)(C)C)C)C)C)\C)\C)O)C